ClC=1C(=C(OC2=NC=NC3=CC=C(C=C23)[C@H]2CN(CCC2)C(=O)OC(C)(C)C)C=CC1Cl)F tert-butyl (S)-3-(4-(3,4-dichloro-2-fluorophenoxy)quinazolin-6-yl)piperidine-1-carboxylate